(R)-N-(9-(7-Oxa-2-azaspiro[3.5]nonan-2-yl)-4,5-dihydrobenzo[b]imidazo[1,2-d][1,4]oxazepin-4-yl)-5-benzyl-1H-1,2,4-triazole-3-carboxamide C1N(CC12CCOCC2)C2=CC1=C(OC[C@@H](C=3N1C=CN3)NC(=O)C3=NNC(=N3)CC3=CC=CC=C3)C=C2